3,4-diamino-4H-1,2,4-triazole NC1=NN=CN1N